tert-Butyl (2-((6-fluoro-3-methyl-2-oxo-2,3-dihydro-1H-benzo[d]imidazol-1-yl)methyl)-1-n-propyl-1H-benzo[d]imidazol-5-yl)methylcarbamate FC=1C=CC2=C(N(C(N2C)=O)CC2=NC3=C(N2CCC)C=CC(=C3)CNC(OC(C)(C)C)=O)C1